C(C)OC(=O)C=1NC=C(C1C#CC1=CC=C(C=C1)[N+](=O)[O-])C(=O)OCC 3-((4-Nitrophenyl)ethynyl)-1H-pyrrole-2,4-dicarboxylic acid diethyl ester